5-((3-(trifluoromethyl)-benzyl)oxy)-2,3-dihydro-1H-inden-1-one FC(C=1C=C(COC=2C=C3CCC(C3=CC2)=O)C=CC1)(F)F